anti-methyl-mercury ethyl-3-((benzylamino)methyl)-1-tosyl-1H-pyrrole-2-carboxylate C(C)OC(=O)C=1N(C=CC1CNCC1=CC=CC=C1)S(=O)(=O)C1=CC=C(C)C=C1.C[Hg]